ClC1=NC(=NC(=N1)OC[C@]12CCCN2C[C@@H](C1)F)N1CC2CCC(C1)N2C(=O)OC(C)(C)C tert-Butyl 3-(4-chloro-6-(((2R,7aS)-2-fluorotetrahydro-1H-pyrrolizin-7a(5H)-yl)methoxy)-1,3,5-triazin-2-yl)-3,8-diazabicyclo[3.2.1]octane-8-carboxylate